C(C1=CC=CC=C1)(=O)NC(C1=C(C=C(C=C1)C)CCCC(=O)O)C(=O)O 4-(2-(benzamido(carboxy)methyl)-5-methylphenyl)butanoic acid